(S)-3-(tert-butoxy)-2-(nicotinylamino)-propionic acid tert-butyl ester C(C)(C)(C)OC([C@H](COC(C)(C)C)NCC1=CN=CC=C1)=O